4-chloro-5-hydroxy-6-methoxyisoindolin ClC1=C2CNCC2=CC(=C1O)OC